ClC=1C=C2C(=NN1)NC[C@@]1(N2C[C@@H](C1)N(C1CCN(CC1)C(=O)OC(C)(C)C)CC)CF tert-butyl 4-(((6aR,8R)-2-chloro-6a-(fluoromethyl)-5,6,6a,7,8,9-hexahydropyrrolo[1',2':4,5]-pyrazino[2,3-c]pyridazin-8-yl)(ethyl)amino)piperidine-1-carboxylate